CN1N=CC2=CC=CC(=C12)NS(=O)(=O)C=1C=NN(C1)C1=NC=CC(=C1)N1CCC(CC1)C N-(1-methylindazol-7-yl)-1-[4-(4-methylpiperidin-1-yl)pyridin-2-yl]pyrazole-4-sulfonamide